methyl(5-(2-amino-3-cyclopropyl-2-methylpropoxy)-6-(difluoromethyl)-[2,4'-bipyridin]-2'-yl)carbamate COC(NC1=NC=CC(=C1)C1=NC(=C(C=C1)OCC(CC1CC1)(C)N)C(F)F)=O